C(C1=CC=CC=C1)O[C@@H]1CN2C(NC(C3=CC(=C(C(=C23)SC1)C1=CC=C(C=C1)F)C(F)(F)F)=O)=O (R)-3-(benzyloxy)-11-(4-fluorophenyl)-10-(trifluoromethyl)-3,4-dihydro-2H,6H-[1,4]thiazepino[2,3,4-ij]quinazoline-6,8(7H)-dione